C(C)(C)(C)OC(=O)N1CC=2N(CC1)C(=NN2)C#CC2=CC(=CC=C2)Cl 3-[2-(3-Chlorophenyl)ethynyl]-6,8-dihydro-5H-[1,2,4]triazolo[4,3-a]pyrazine-7-carboxylic acid tert-butyl ester